(S)-N-(3-(3-Chloro-2-(3-methoxy-4-((((5-oxopyrrolidin-2-yl)methyl)amino)methyl)phenyl)pyridin-4-yl)-2-methylphenyl)-5-(((2-hydroxyethyl)(methyl)amino)methyl)picolinamide ClC=1C(=NC=CC1C=1C(=C(C=CC1)NC(C1=NC=C(C=C1)CN(C)CCO)=O)C)C1=CC(=C(C=C1)CNC[C@H]1NC(CC1)=O)OC